ClC1=CC=C(C2=C1C=C(O2)C)C(=O)NC2=CC=CC(=N2)C2CCN(CC2)CC2=NC1=C(N2C[C@H]2OCC2)C=C(C=C1)C(=O)O (S)-2-((4-(6-(4-chloro-2-Methylbenzofuran-7-carboxamido)pyridin-2-yl)piperidin-1-yl)methyl)-1-(oxetane-2-ylmethyl)-1H-benzo[d]Imidazole-6-carboxylic acid